methyl (R)-2-(6-(1-aminoethyl)-1-(pent-4-en-1-yl)-1H-pyrrolo[2,3-b]pyridin-2-yl)-1-cyclopropyl-7-fluoro-1H-benzo[d]imidazole-5-carboxylate N[C@H](C)C1=CC=C2C(=N1)N(C(=C2)C2=NC1=C(N2C2CC2)C(=CC(=C1)C(=O)OC)F)CCCC=C